o-tolunitril C=1(C(=CC=CC1)C#N)C